[Ir+3].C(CCCCCCC)C1=NC2=CC=CC=C2C=C1.C(CCCCCCC)C1=NC2=CC=CC=C2C=C1.C(CCCCCCC)C1=NC2=CC=CC=C2C=C1 tri(octyl-quinoline) iridium (III)